CC=1N(C(=NN1)SCCCCOC1=C(OC2=CC(=CC(=C2C1=O)OC)OC)C1=CC(=C(C(=C1)OC)OC)OC)N=CC1=CC=C(C=C1)C(C)(C)C 3-(4-((5-methyl-4-((4-tert-butylbenzylidene)amino)-4H-1,2,4-triazol-3-yl)thio)butoxy)-5,7-dimethoxy-2-(3,4,5-trimethoxyphenyl)-4H-chromen-4-one